C(C)(C)(C)OC(=O)N1CCC(CC1)C1=CC=C(C=C1)C=1C=C2C(N(CC2=C(C1)F)C(CC#CBr)C1=C(C=CC(=C1)F)F)=O 4-(4-(2-(4-bromo-1-(2,5-difluorophenyl)but-3-yn-1-yl)-7-fluoro-3-oxoisoindolin-5-yl)phenyl)piperidine-1-carboxylic acid tert-butyl ester